5-cyano-N-[(1r,3s)-3-{[2-(trifluoromethyl)quinolin-4-yl]amino}cyclohexyl]-2H-indazole-3-carboxamide C(#N)C1=CC2=C(NN=C2C=C1)C(=O)N[C@H]1C[C@H](CCC1)NC1=CC(=NC2=CC=CC=C12)C(F)(F)F